C(CCCCCCC)NCCN N-octyl-1,2-diaminoethane